BrC1=CC=C2C3=NNC4=CC=C(OCCCNC(OCC1=C2)=O)C=C34 5-bromo-8,14-dioxa-10,19,20-triazatetracyclo[13.5.2.12,6.018,21]tricosa-1(20),2,4,6(23),15,17,21-heptaen-9-one